CN1C(C(=C(C2=CC=CC=C12)N1CCC(=CC1)C1=CC=C(C=C1)OC(C)C)C#N)=O 1-methyl-2-oxo-4-[4-{4-[(prop-2-yl)oxy]phenyl}-3,6-dihydropyridin-1(2H)-yl]-1,2-dihydroquinoline-3-carbonitrile